C(C)OC=1C=2N(C=CN1)C=C(C2)N 1-ethoxypyrrolo[1,2-a]pyrazin-7-amine